chloroethylene carbonate hydrogen chloride Cl.C1(OC(CO1)Cl)=O